BrC=1C=2N(C=CC1)C(=C(N2)C)C(\C=C\C2=CC=CC=C2)=O (E)-1-(8-bromo-2-methylimidazo[1,2-a]pyridin-3-yl)-3-phenylprop-2-en-1-one